FC(OCC1(CC1)N(C(=O)C=1C=NN2C1CN(CC2)C(=O)C=2NC1=CC=CC=C1C2)C)F N-{1-[(difluoromethoxy)methyl]cyclopropyl}-5-(1H-indole-2-carbonyl)-N-methyl-4H,5H,6H,7H-pyrazolo[1,5-a]pyrazine-3-carboxamide